CN(CCNN1CN=C(C=C1)C)C 3-(2-(dimethylamino)ethylamino)-6-methylpyrimidin